Cyclohexyl-N-iso-pentyl-2-methoxy-1H-imidazole-1-carboxamide C1(CCCCC1)C=1N=C(N(C1)C(=O)NCCC(C)C)OC